N-(4-(2,5-difluorophenyl)-2-(2-methoxycyclohexyl)pyridin-3-yl)-2-isopropylpyrimidine-5-carboxamide FC1=C(C=C(C=C1)F)C1=C(C(=NC=C1)C1C(CCCC1)OC)NC(=O)C=1C=NC(=NC1)C(C)C